BrCCCC1CC(CCC1)=O 3-(3-bromopropyl)cyclohexan-1-one